FC(OC1=C(C=CC=C1)C1=C(C(=NN1)C)C(=O)NC1=CC(=CC=C1)C(F)(F)F)F 5-(2-Difluoromethoxyphenyl)-3-methyl-N-(3-(trifluoromethyl)phenyl)-1H-pyrazole-4-carboxamide